6-methyl-1,2,3,5-tetrahydro-s-indacene CC=1CC=2C=C3CCCC3=CC2C1